ClC1=C(CNC(=O)[C@]2(C=3C=CC=NC3[C@H](CC2)OCCO)F)C=CC(=C1)F (5S,8S)-N-(2-chloro-4-fluorobenzyl)-5-fluoro-8-(2-hydroxyethoxy)-5,6,7,8-tetrahydroquinoline-5-carboxamide